BrC1=CC2=C(N(C=N2)C2=CC=C(C(=N2)N2N=C(C=C2C)C#N)C(=O)OC)C=C1 methyl 6-(5-bromobenzimidazol-1-yl)-2-(3-cyano-5-methyl-pyrazol-1-yl)pyridine-3-carboxylate